COC(C1=CC(=C(C=C1)OCC(C)O)I)=O 4-(2-Hydroxypropoxy)-3-iodo-benzoic acid methyl ester